OCC1=C(C=C(S1)C(=O)NC1=CC(=CC=C1)NS(=O)(=O)C)C1=CC=CC=C1 5-(hydroxymethyl)-N-(3-methanesulfonamidophenyl)-4-phenylthiophene-2-carboxamide